CN(C(CC#N)C1=CNC2=CC=CC=C12)C 3-(1-dimethylamino-2-cyanoethyl)-indole